FC1(CC12CC(C2)NC(=O)NCC2=CC(=CC=C2)C(F)(F)F)F 1-((3s,5s)-1,1-Difluoro-spiro[2.3]hex-5-yl)-3-(3-trifluoromethyl-benzyl)-urea